C(C)OC(=O)C=1N=CC(CC1)C 2-(ethoxycarbonyl)-5-methyl-5H-pyridin